N1(CCCCC1)C1CCN(CC1)C(=O)OC=1C=C2C(=CC=NC2=CC1)C1=C2N(N=C1C1=NC(=CC=C1)C)CCC2 4-(2-(6-methylpyridin-2-yl)-5,6-dihydro-4H-pyrrolo[1,2-b]pyrazol-3-yl)quinolin-6-yl [1,4'-bipiperidine]-1'-carboxylate